CN(C)\C=N\C=1C=2N(C3=CC(=C(C=C3N1)F)C(=O)Cl)C=NC2C (E)-4-(((dimethylamino)methylene)amino)-7-fluoro-3-methylimidazo[1,5-a]quinoxaline-8-carbonyl chloride